trans-2-(4-((5-Fluoro-4-(1-isopropyl-1H-pyrazol-4-yl)pyridin-2-yl)((4-(4-methoxy-3-methylphenyl)bicyclo[2.2.2]octan-1-yl)methyl)carbamoyl)cyclohexyl)acetic acid FC=1C(=CC(=NC1)N(C(=O)[C@@H]1CC[C@H](CC1)CC(=O)O)CC12CCC(CC1)(CC2)C2=CC(=C(C=C2)OC)C)C=2C=NN(C2)C(C)C